tert-butyl 1-((4-((3-chloro-4-(pyridin-2-ylmethoxy)phenyl)amino)-6-nitroquinazolin-7-yl)ethynyl)-7-azabicyclo[2.2.1]heptane-7-carboxylate ClC=1C=C(C=CC1OCC1=NC=CC=C1)NC1=NC=NC2=CC(=C(C=C12)[N+](=O)[O-])C#CC12CCC(CC1)N2C(=O)OC(C)(C)C